CC1(C2=CC=CC=C2C=2C=CC(=CC12)N(C=1C=CC=2N(C3=CC=CC=C3C2C1)C1=CC=CC=C1)C1=CC2=C(C=C1)C1=CC=CC=C1C21CC(C2=C(C=CC(=C12)C)C)(C)C)C N-(9,9-dimethyl-9H-fluoren-2-yl)-9-phenyl-N-(3',3',4',7'-tetramethyl-2',3'-dihydrospiro-[fluoren-9,1'-indene]-2-yl)-9H-carbazol-3-amine